C(C)(C)(C)OC(CC1=C2C(=NN(C2=CC=C1)C)C1CC1)=O.COC1=C(C=C2C(=NC=NC2=C1)C=1C(=NN(C1)C)C1=CC=CC=C1)COC 7-methoxy-6-(methoxymethyl)-4-(1-methyl-3-phenyl-1H-pyrazol-4-yl)quinazoline tert-butyl-2-(3-cyclopropyl-1-methyl-1H-indazol-4-yl)acetate